2-[6-[[2-(trifluoromethyl)pyrimidin-5-yl]methyl]-2-azaspiro[3.3]heptane-2-carbonyl]-8-oxa-2,5-diazaspiro[3.5]nonan-6-one FC(C1=NC=C(C=N1)CC1CC2(CN(C2)C(=O)N2CC3(C2)NC(COC3)=O)C1)(F)F